C(C)(C)(C)OC(=O)N1CC(C(CC1)(F)F)C=1C=NC(=C(C1)C(C)=NO)OC 4,4-difluoro-3-(5-(1-(hydroxyimino)ethyl)-6-methoxypyridin-3-yl)piperidine-1-carboxylic acid tert-butyl ester